2-[6-[[3-fluoro-5-(trifluoromethylsulfonimidoyl)phenyl]methyl]-2-azaspiro[3.3]heptane-2-carbonyl]-2,5-diazaspiro[3.4]octan-6-one FC=1C=C(C=C(C1)S(=O)(=N)C(F)(F)F)CC1CC2(CN(C2)C(=O)N2CC3(C2)NC(CC3)=O)C1